3-(3,5-dimethyl-1-adamantyl)-pyrazole CC12CC3(CC(CC(C1)(C3)C)C2)C2=NNC=C2